FC1=CC=C(C=N1)C(=O)N1C(C=2N(CC1)C(=NC2)C2=NC(=NS2)C)C (6-fluoropyridin-3-yl)(8-methyl-3-(3-methyl-1,2,4-thiadiazol-5-yl)-5,6-dihydroimidazo[1,5-a]pyrazin-7(8H)-yl)methanone